6-bromo-2-chlorothieno[2,3-d]pyrimidine BrC1=CC2=C(N=C(N=C2)Cl)S1